(1R)-1-[5-(2-Methylphenyl)-1,3,4-thiadiazol-2-yl]-6-azaspiro[2.5]octan-6-sulfonamid CC1=C(C=CC=C1)C1=NN=C(S1)[C@@H]1CC12CCN(CC2)S(=O)(=O)N